5-[2-methyl-4-[[(2R)-1-methylazetidin-2-yl]methoxy]pyrazol-3-yl]-N-(6-methylpyrimidin-4-yl)pyrazolo[1,5-a]pyridin-2-amine CN1N=CC(=C1C1=CC=2N(C=C1)N=C(C2)NC2=NC=NC(=C2)C)OC[C@@H]2N(CC2)C